C1OCC12CN(C2)C2CCC(CC2)NC=2C=1C=C(N(C1C=CC2)CC(F)(F)F)I N-(4-(2-oxa-6-azaspiro[3.3]heptan-6-yl)cyclohexyl)-2-iodo-1-(2,2,2-trifluoroethyl)-1H-indol-4-amine